Ammonium ethanesulfonate C(C)S(=O)(=O)[O-].[NH4+]